methyl (5R)-5-[(1R,3aS,3bR,5aR,6R,7S,9aR,9bS,11aR)-7-acetoxy-6-hydroxy-9a,11a-dimethylhexadecahydro-1H-cyclopenta[1,2-a]phenanthren-1-yl]hexanoate C(C)(=O)O[C@H]1CC[C@@]2([C@H]3CC[C@]4([C@H]([C@H]3CC[C@H]2[C@H]1O)CC[C@@H]4[C@@H](CCCC(=O)OC)C)C)C